N-(3-(3-(4-(trifluoromethyl)phenyl)-1H-indazol-1-yl)cyclopentyl)acrylamide FC(C1=CC=C(C=C1)C1=NN(C2=CC=CC=C12)C1CC(CC1)NC(C=C)=O)(F)F